Tert-butyl(2-aminospiro[3.5]nonan-7-yl)(methyl)carbamate C(C)(C)(C)OC(N(C)C1CCC2(CC(C2)N)CC1)=O